N-(4-chlorophenyl)pivaloyl-amide ClC1=CC=C(C=C1)[N-]C(C(C)(C)C)=O